C(C)(C)(C)C1=CC=C(C=C1)C=1N=C(C=2C(N1)=CN(C2)CC)NC(=O)C=2SC(=CC2)[N+](=O)[O-] N-(2-(4-(tert-butyl)phenyl)-6-ethyl-6H-pyrrolo[3,4-d]pyrimidin-4-yl)-5-nitrothiophene-2-carboxamide